ClC=1C=CC(=C2CC(OC21)CC)N 7-chloro-2-ethyl-2,3-dihydrobenzofuran-4-amine